4,4'-Isopropylidenebis(2-phenoxyethanol) C(C)(C)(C1=CC=C(OCCO)C=C1)C1=CC=C(OCCO)C=C1